(S)-2-acetamido-3-(4-nitrophenyl)propionic acid C(C)(=O)N[C@H](C(=O)O)CC1=CC=C(C=C1)[N+](=O)[O-]